N-(3-methoxy-4-(3-methyl-6-(pyrazolo[1,5-a]pyrimidin-3-yl)-1H-pyrazolo[4,3-c]pyridin-1-yl)phenyl)methanesulfonamide COC=1C=C(C=CC1N1N=C(C=2C=NC(=CC21)C=2C=NN1C2N=CC=C1)C)NS(=O)(=O)C